C(C)(C)(C)N1CC=C(C=C1)NC(NCC1=CC(=CC=C1)Cl)=O N-tert.-Butyl-4-[(3-chlorophenyl)methylcarbamoylamino]pyridin